2-(2-Chloro-5-isopropyl-8-oxothieno[2',3':4,5]pyrrolo[1,2-d][1,2,4]triazin-7(8H)-yl)-N-((1s,3s)-3-hydroxycyclobutyl)acetamid ClC1=CC2=C(C=C3N2C(=NN(C3=O)CC(=O)NC3CC(C3)O)C(C)C)S1